COC=1C=C2C(=CC=NC2=CC1OC)OC1=CC=C(C=C1)NC(=O)C1(CC1)C(=O)NC1=CC=C(C=C1)F N-(4-{[6,7-bis(methyloxy)quinolin-4-yl]oxy}phenyl)-N'-(4-fluorophenyl)-cyclopropane-1,1-dicarboxamide